C(C)(C)(C)OC(=O)NCC(C)NC1=C(SC2=C1C=1N=CC(=NC1C=C2)OC)C(=O)OC methyl 9-((1-((tert-butoxycarbonyl)amino)propan-2-yl)amino)-3-methoxythieno[3,2-f]quinoxaline-8-carboxylate